5-fluoro-2,3-dihydrobenzofuran-7-carboxylic acid FC=1C=C(C2=C(CCO2)C1)C(=O)O